1-((1r,4r)-4-(((tert-butyldimethylsilyl)oxy)methyl)cyclohexyl)ethan-1-one [Si](C)(C)(C(C)(C)C)OCC1CCC(CC1)C(C)=O